C(C)N(CC)CC.NCC(=O)O glycine triethylamine salt